1-(1-((4'-((2-(Hydroxymethyl)pyrrolidin-1-yl)methyl)-[1,1'-biphenyl]-4-yl)methyl)-1H-indol-5-yl)-5-methyl-1H-pyrazol-3-carboxamid OCC1N(CCC1)CC1=CC=C(C=C1)C1=CC=C(C=C1)CN1C=CC2=CC(=CC=C12)N1N=C(C=C1C)C(=O)N